C[C@H]1CC[C@@H](N(C1)C(C(=O)NC=1C=C(C=NC1)C(=O)N)=O)C=1C=NC(=CC1)NC |o1:1,4| Rel-5-[[2-[(2R,5S)-5-methyl-2-[6-(methylamino)-3-pyridyl]-1-piperidyl]-2-oxo-acetyl]amino]pyridine-3-carboxamide